C1(CC1)C1=C(C=CC=C1)C1(CNC1)C(=O)NC=1C(=NC(=CC1)C)OC(F)F 3-(2-cyclopropylphenyl)-N-(2-(difluoromethoxy)-6-methylpyridin-3-yl)azetidine-3-carboxamide